C(C1=CC=CC=C1)OC1=C(C=C(C=C1)C(COC1=CC=C2C(=CC(OC2=C1)=O)C)=O)OC 7-(2-(4-(benzyloxy)-3-methoxyphenyl)-2-oxoethoxy)-4-methyl-2H-chromen-2-one